(4-chlorophenyl)-7-hydroxy-2-(trifluoromethyl)-4H-chromen-4-one ClC1=CC=C(C=C1)C1=C(OC2=CC(=CC=C2C1=O)O)C(F)(F)F